COC1=C(CN(S(=O)(=O)C2=C(C=C(C(=C2)F)F)F)C2=NC=NS2)C=CC(=C1)OC N-(2,4-dimethoxybenzyl)-2,4,5-trifluoro-N-(1,2,4-thiadiazol-5-yl)-benzenesulfonamide